FC(C=1C=C(\C=C/2\C(C=3C=CC(=CC3CC2)NC(CCCCCC(=O)O)=O)=O)C=C(C1)C(F)(F)F)(F)F (E)-7-((6-(3,5-bis(trifluoromethyl)benzylidene)-5-oxo-5,6,7,8-tetrahydronaphthalen-2-yl)amino)-7-oxo-heptanoic acid